CCCCCCCCCCCC(=O)OC[C@H](COP(=O)(O)OC[C@H](CO)O)OC(=O)CCC/C=C\C/C=C\C/C=C\C/C=C\CCCCC 1-dodecanoyl-2-(5Z,8Z,11Z,14Z-eicosatetraenoyl)-glycero-3-phospho-(1'-sn-glycerol)